ON1C=CC2=CC(=CC=C12)C(=O)O hydroxy-1H-indole-5-carboxylic acid